(4Z,4'E)-4,4'-(((Dodecane-1,12-diylbis(oxy))bis(2,1-phenylene))bis(methanylylidene))bis(2-(4-nitrophenyl)oxazol-5(4H)-one) C(CCCCCCCCCCCOC1=C(C=CC=C1)\C=C\1/N=C(OC1=O)C1=CC=C(C=C1)[N+](=O)[O-])OC1=C(C=CC=C1)\C=C/1\N=C(OC1=O)C1=CC=C(C=C1)[N+](=O)[O-]